methyl-1,10-phenanthroline iron dichloride [Fe](Cl)Cl.CC1=NC2=C3N=CC=CC3=CC=C2C=C1